ClC=1C(N(C(=CC1OC([2H])([2H])C1=C(C=C(C=C1)F)F)C)C1=CC(=NC=C1C)N1N=C(C=C1)C(C)(C)NC(C)=O)=O N-(2-(1-(3-chloro-4-((2,4-difluorophenyl)methoxy-d2)-5',6-dimethyl-2-oxo-2H-[1,4'-bipyridin]-2'-yl)-1H-pyrazol-3-yl)propan-2-yl)acetamide